C(C)(=O)NCCCC(=O)O 4-ACETAMIDOBUTYRIC ACID